2-[4-Chloro-2-(difluoromethoxy)phenyl]-7-(trifluoromethyl)[1,2,4]triazolo[1,5-c]quinazolin-5(6H)-one ClC1=CC(=C(C=C1)C1=NN2C(NC=3C(=CC=CC3C2=N1)C(F)(F)F)=O)OC(F)F